potassium (R)-(2-((tert-butoxycarbonyl)amino)-4-(difluoromethoxy)butyl)trifluoroborate C(C)(C)(C)OC(=O)N[C@H](C[B-](F)(F)F)CCOC(F)F.[K+]